C(C)(=O)O[C@@H](COC1=CC=C(C=C1)C(C)(C)C1=CC(=C(C(=C1)Cl)OC[C@H](CCl)OC(C)=O)Cl)COC(C)C (R)-1-(4-(2-(4-((R)-2-acetoxy-3-chloropropoxy)-3,5-dichlorophenyl)propan-2-yl)phenoxy)-3-isopropoxypropan-2-yl acetate